2-ethoxy-1-((5'-(2-methoxypyridin-3-yl)-2'-(5-oxo-4,5-dihydro-1,2,4-oxadiazol-3-yl)-[1,1'-biphenyl]-4-yl)methyl)-1H-benzo[d]imidazole-7-carboxylic Acid C(C)OC1=NC2=C(N1CC1=CC=C(C=C1)C1=C(C=CC(=C1)C=1C(=NC=CC1)OC)C1=NOC(N1)=O)C(=CC=C2)C(=O)O